Methyl 5-(3-cyclopropoxyphenyl)-1-[(2-ethoxyphenyl)methyl]-1H-pyrazole-3-carboxylate C1(CC1)OC=1C=C(C=CC1)C1=CC(=NN1CC1=C(C=CC=C1)OCC)C(=O)OC